C12(OCC(C1)C2)CN2C(=NC1=C2C=C(C=C1)C(=O)OC)CC1=C(C=C(C(=C1)F)C1=NC(=CC=C1)OCC1=C(C=C(C=C1)C#N)F)F methyl 1-((2-oxabicyclo[2.1.1]hexan-1-yl)methyl)-2-(4-(6-((4-cyano-2-fluorobenzyl)oxy)pyridin-2-yl)-2,5-difluorobenzyl)-1H-benzo[d]imidazole-6-carboxylate